FC=1C=C(C=C(C1)F)C1=NOC(C1)(C(=O)NC1=C(COC1)C(=O)OCC)C=C ethyl 4-[[3-(3,5-difluorophenyl)-5-vinyl-4H-isoxazole-5-carbonyl] amino]-2,5-dihydrofuran-3-carboxylate